C(CCCCCCC#C)O non-8-yn-ol